C(C)C1(C=CC=C1)[Pt](C)(C)C (ethylcyclopentadienyl)trimethylplatinum (IV)